C1(=CC=CC=C1)C(CC=C)(C1=CC=CC=C1)C1=C(C(=O)N)C=CC(=C1)C(F)(F)F (1,1-diphenyl-but-3-en-1-yl)-4-trifluoromethyl-benzamide